C[N+](CCCCCC)(C)CC N,N-dimethylethyl-N-hexylammonium